C(CCC)N(CCO)CCO 2,2'-(butylimino)bis[ethanol]